8-bromo-6-methylimidazo[1,2-c]pyrimidin-5(6H)-one BrC=1C=2N(C(N(C1)C)=O)C=CN2